NC=1C2=C(N=CN1)N(C(=C2C2=CC[C@@H](CC2)C(=O)N2CCCC2)C2=CC=C(C=C2)N2C(C(CC2)=C)=O)C (R)-1-(4-(4-amino-7-methyl-5-(4-(pyrrolidine-1-carbonyl)cyclohex-1-en-1-yl)-7H-pyrrolo[2,3-d]pyrimidin-6-yl)phenyl)-3-methylenepyrrolidin-2-one